[Zn+2].CP([O-])(=O)CC.CP([O-])(=O)CC bis(methyl-ethyl-phosphinic acid) zinc salt